NC(CC=1C(=CN(C1)C1=NC2=C(N1COCC[Si](C)(C)C)C(=CC(=C2)C(F)(F)F)F)C(=O)OC)=O methyl 4-(2-amino-2-oxoethyl)-1-(7-fluoro-5-(trifluoromethyl)-1-((2-(trimethylsilyl)ethoxy)methyl)-1H-benzo[d]imidazol-2-yl)-1H-pyrrole-3-carboxylate